ClC=1C=CC(=C(C1)[C@H]1C[C@H](C1)NC(=O)C=1N=NN(C1)[C@@H](C)C1=NC=C(C=C1C)N1C([C@@H]2C[C@@H]2C1)=O)C#N |o1:19| N-((cis)-3-(5-chloro-2-cyanophenyl)cyclobutyl)-1-((S or R)-1-(3-methyl-5-((1R,5S)-2-oxo-3-azabicyclo[3.1.0]hexan-3-yl)pyridin-2-yl)ethyl)-1H-1,2,3-triazole-4-carboxamide